4-(2-(isoxazol-3-ylamino)-2-oxoethyl)-4-(2-((2-(methoxycarbonyl)-4-methylthiophen-3-yl)amino)-2-oxoethyl)morpholin-4-ium O1N=C(C=C1)NC(C[N+]1(CCOCC1)CC(=O)NC1=C(SC=C1C)C(=O)OC)=O